((1R,4R)-4-(4-(((R)-1-(4-bromothiophen-2-yl)ethyl)amino)-7-methoxy-2-methylquinazolin-6-yl)cyclohexyl)methanone BrC=1C=C(SC1)[C@@H](C)NC1=NC(=NC2=CC(=C(C=C12)C1CCC(CC1)C=O)OC)C